Chlorimide N(Cl)Cl